FC=1C=C2C(=CNC2=CC1F)NC(=O)C1=NOC(=C1)C=1C=NC(=C(C1)F)N1CCN(CC1)CC(F)(F)F N-(5,6-difluoro-1H-indol-3-yl)-5-(5-fluoro-6-(4-(2,2,2-trifluoroethyl)piperazin-1-yl)pyridin-3-yl)isoxazole-3-carboxamide